6-chloro-4-{4-[(2-chloro-4-fluorophenyl)methyl]piperazin-1-yl}-1-methyl-2-oxo-1,2-dihydro-1,5-naphthyridine-3-carbonitrile ClC=1N=C2C(=C(C(N(C2=CC1)C)=O)C#N)N1CCN(CC1)CC1=C(C=C(C=C1)F)Cl